OCCCN(CCCCCCC/C(/C(=O)[O-])=C(/CCCCCCCCCC)\CCCCCCCC)CCCCCCC/C(/C(=O)[O-])=C(/CCCCCCCCCC)\CCCCCCCC ((3-hydroxypropyl)azanediyl)bis(heptane-7,1-diyl)(2Z,2'Z)-bis(3-octyltridec-2-enoate)